6,6-dimethyl-3-azabicyclo[3.1.0]hexane-2-carbonitrile CC1(C2CNC(C12)C#N)C